FC1=C(C=CC(=C1)F)C1=NC(=CC=2C1=NC(=C(N2)C)C)[C@@H]2C[C@@H](OCC2)C2=CC(=NC=C2)C 5-(2,4-difluorophenyl)-2,3-dimethyl-7-((2R,4S)-2-(2-methylpyridin-4-yl)tetrahydro-2H-pyran-4-yl)pyrido[3,4-b]pyrazine